2-amino-5-(p-chlorophenyl)benzamide NC1=C(C(=O)N)C=C(C=C1)C1=CC=C(C=C1)Cl